CC(C)(C)OC(=O)N1C=C(C2=CC=CC=C12)C(=O)N 1-{[(2-methyl-2-propyl)oxy]Carbonyl}-1H-indole-3-carboxamide